2-fluoro-3-hydroxybutyrate FC(C(=O)[O-])C(C)O